(1R,2S,5S)-3-(diphenylcarbamoyl)-8-(methyl(thiophene-3-ylmethyl)carbamoyl)-3,8-diazabicyclo[3.2.1]octane-2-carboxylic acid C1(=CC=CC=C1)N(C(=O)N1[C@@H]([C@H]2CC[C@@H](C1)N2C(N(CC2=CSC=C2)C)=O)C(=O)O)C2=CC=CC=C2